chloro-N-(3-((1-(fluoromethyl)cyclopropyl)ethynyl)phenyl)-N-methyl-[1,2,4]triazolo[4,3-a]quinazolin-5-amine ClC1=NN=C2N1C1=CC=CC=C1C(=N2)N(C)C2=CC(=CC=C2)C#CC2(CC2)CF